N-(6-(3,3-difluoro-1-(4-fluorophenyl)cyclobutane-1-carbonyl)pyridin-3-yl)-2-(4-(N-methylsulfamoyl)phenyl)acetamide FC1(CC(C1)(C(=O)C1=CC=C(C=N1)NC(CC1=CC=C(C=C1)S(NC)(=O)=O)=O)C1=CC=C(C=C1)F)F